Methyl (E)-3-(4-(((6-(isoindolin-2-ylmethyl)-4-oxo-4H-pyran-3-yl)oxy)-methyl)phenyl)acrylate C1N(CC2=CC=CC=C12)CC1=CC(C(=CO1)OCC1=CC=C(C=C1)/C=C/C(=O)OC)=O